C(N)(OCCC(OC1=CC2=C(C(C(O2)=CC2=CC(=C(C=C2)OC2=C(C=C(C=C2)C#N)C(F)(F)F)OC)=O)C=C1)C(C)(C)C)=O tert-butyl-(3-((2-(4-(4-cyano-2-(trifluoromethyl) phenoxy)-3-methoxybenzylidene)-3-oxo-2,3-dihydrobenzofuran-6-yl) oxy) propyl) carbamate